[5-chloro-2-(2-chloro-6-cyclopropylpyridin-4-yl)-3-fluorophenyl]-(3,3-difluoroazetidin-1-yl)methanone ClC=1C=C(C(=C(C1)C(=O)N1CC(C1)(F)F)C1=CC(=NC(=C1)C1CC1)Cl)F